CS(=O)(=O)N[C@@H]1[C@@H](N(CCC1)C(=O)OC)COC1CC(CC1)C1=CC=CC=C1 methyl cis-3-((methylsulfonyl)amino)-2-(((3-phenylcyclopentyl)oxy)methyl)-piperidine-1-carboxylate